1-cyclopropyl-1H-pyrazol C1(CC1)N1N=CC=C1